4-methoxy-2-(4-(((3S,5R)-3-methyl-5-(4-methyl-1-oxo-1,3-dihydroisobenzofuran-5-yl)piperazin-1-yl)methyl)-1H-pyrazol-1-yl)pyrimidine-5-carbonitrile COC1=NC(=NC=C1C#N)N1N=CC(=C1)CN1C[C@@H](N[C@@H](C1)C=1C(=C2COC(C2=CC1)=O)C)C